C(CCCC)C=1SC=CC1 2-pentyl-thiophene